2-[2-[2-(2-[[(tert-butoxy)carbonyl]amino]ethoxy)ethoxy]ethoxy]acetic acid C(C)(C)(C)OC(=O)NCCOCCOCCOCC(=O)O